O=C1NC2(C(N1)=O)C(CCC2)CC2=C(C=CC(=C2)S(=O)(=O)N)C2=CC=C(C=C2)C ((2,4-dioxo-1,3-diazaspiro[4.4]nonane-6-yl)methyl)-4'-methyl-[1,1'-biphenyl]-4-sulfonamide